OC=1C=C2CC[C@@H]([C@@H](C2=CC1)C1=CC=C(C=C1)N1CCC(CC1)CN1CCN(CC1)C=1C=CC=C2C(=NN(C12)C)C1C(NC(CC1)=O)=O)C1=CC=CC=C1 3-(7-(4-((1-(4-((1R,2S)-6-hydroxy-2-phenyl-1,2,3,4-tetrahydronaphthalen-1-yl)phenyl)piperidin-4-yl)methyl)piperazin-1-yl)-1-methyl-1H-indazol-3-yl)piperidine-2,6-dione